tridecyl-fluorine octyl-acrylate C(CCCCCCC)OC(C=C)=O.C(CCCCCCCCCCCC)F